N-undecylenoyl-L-phenylalanine C(CCCCCCCCC=C)(=O)N[C@@H](CC1=CC=CC=C1)C(=O)O